C(C)N1C=NC(=C1)C1=CC=C2C(=CC=NC2=N1)C1=CN=C2N1N=C(C(=C2)C2=CC=C(CN1CCC(CC1)O)C=C2)C (4-(3-(7-(1-ethyl-1H-imidazol-4-yl)-1,8-naphthyridin-4-yl)-6-methylimidazo[1,2-b]pyridazin-7-yl)benzyl)piperidin-4-ol